CN1C2=C(O[C@@H](C1)CN1CCN(CC1)C=1C=CC(=NC1F)C(=O)NC)NC(C(=C2)C)=O (R)-5-(4-((1,7-dimethyl-6-oxo-2,3,5,6-tetrahydro-1H-pyrido[2,3-b][1,4]oxazin-3-yl)methyl)piperazin-1-yl)-6-fluoro-N-methylpicolinamide